OC(CCC=1C=CC(=C(C(=O)O)C1)OC)(C)C 5-(3-hydroxy-3-methylbutyl)-2-methoxybenzoic acid